2-[4-[3-[1-(5-chloropyrimidin-2-yl)-4-piperidyl]propoxy]-2-fluoro-phenyl]-1-[3-[[rac-(3S,4R)-3,4-dihydroxypyrrolidin-1-yl]methyl]azetidin-1-yl]ethanone ClC=1C=NC(=NC1)N1CCC(CC1)CCCOC1=CC(=C(C=C1)CC(=O)N1CC(C1)CN1C[C@@H]([C@@H](C1)O)O)F |r|